(R)-4-(1,1-Dioxo-4-oxo-1,2,5-thiadiazolidin-2-yl)-3-fluoro-5-hydroxy-N-(piperidin-3-yl)benzamide methyl-3-(4-chlorophenyl)-3-(2-isopropoxycarbonylamino-3-methylbutyryl-amino)propionate COC(CC(NC(C(C(C)C)NC(=O)OC(C)C)=O)C1=CC=C(C=C1)Cl)=O.O=S1(N(CC(N1)=O)C1=C(C=C(C(=O)N[C@H]2CNCCC2)C=C1O)F)=O